quinoxaline-2-carboxamide hydrochloride Cl.N1=C(C=NC2=CC=CC=C12)C(=O)N